4-[4-cyano-6-[1-(cyclopropylmethyl)pyrazol-4-yl]-2-methylindazol-3-yl]-2-(difluoromethoxy)-6-methoxybenzamide C(#N)C=1C2=C(N(N=C2C=C(C1)C=1C=NN(C1)CC1CC1)C)C1=CC(=C(C(=O)N)C(=C1)OC)OC(F)F